COC=1C=C(C=C(C1OC)OC)N1C([C@H]([C@@H]1C1=CC(=C(C=C1)OC)OC(=O)OCC)C)=O (3S,4R)-1-(3,4,5-trimethoxyphenyl)-3-methyl-4-(3-ethoxycarbonyloxy-4-methoxyphenyl)azetidin-2-one